P(O)(=O)(OP(=O)(O)OP(=O)(O)O)OC[C@@H]1[C@H]([C@H]([C@@H](O1)N1C=NC=2C(N)=NC(=NC12)N)O)O.ClC(OC1=CC=C(C=C1)NC(C1=CN=C(C(=C1)NC=1C=NC=CC1C=O)N1C[C@@H](CC1)O)=O)(F)F (R)-N-(4-(chlorodifluoromethoxy)phenyl)-5-((4-formylpyridin-3-yl)amino)-6-(3-hydroxypyrrolidin-1-yl)nicotinamide 2-aminoadenosine-5'-triphosphate